CNS(=O)(=O)C1=CC=C(S1)C(=O)O 5-(methylsulfamoyl)thiophene-2-carboxylic acid